(S)-1-((4-((2-chloro-[1,1'-biphenyl]-3-yl)amino)thiazolo[4,5-c]pyridin-2-yl)methyl)pyrrolidin-3-ol ClC1=C(C=CC=C1NC1=NC=CC2=C1N=C(S2)CN2C[C@H](CC2)O)C2=CC=CC=C2